2-tert-butoxycarbonyl-8-oxa-2-azaspiro[4.5]decane-3-carboxylic acid C(C)(C)(C)OC(=O)N1CC2(CC1C(=O)O)CCOCC2